ClC=1C=NC(=NC1)NC1CCC(CC1)S(=O)(=O)C=1C=C(CN2CCN(CC2)C2=CC=C3C(=NN(C3=C2)C)N2C(NC(CC2)=O)=O)C=CC1 1-(6-(4-(3-(((1r,4r)-4-((5-chloropyrimidin-2-yl)amino)cyclohexyl)sulfonyl)benzyl)-piperazin-1-yl)-1-methyl-1H-indazol-3-yl)dihydropyrimidine-2,4(1H,3H)-dione